2'-Hydroxy-3,4,4',6'-tetrakis(methoxymethoxy)chalcone OC1=C(C(/C=C/C2=CC(=C(C=C2)OCOC)OCOC)=O)C(=CC(=C1)OCOC)OCOC